FC(C1=NN=C(O1)C=1C=CC(=NC1)CN1C(OC2=C1C=C(C(=C2)C2CCNCC2)F)=O)F 3-((5-(5-(Difluoromethyl)-1,3,4-oxadiazol-2-yl)pyridin-2-yl)methyl)-5-fluoro-6-(piperidin-4-yl)benzo[d]oxazol-2(3H)-one